FC(C=1C(=C(C=CC1)[C@@H](C)NC1=C(C(=NC(=N1)OC)C(C(=O)NC1(CC1)C(F)F)F)C1OCCO1)F)F 2-(6-(((R)-1-(3-(difluoromethyl)-2-fluorophenyl)ethyl)amino)-5-(1,3-dioxolan-2-yl)-2-methoxypyrimidin-4-yl)-N-(1-(difluoromethyl)cyclopropyl)-2-fluoroacetamide